CC([C@@H](C(=O)N1[C@@H](C[C@H](C1)O)C(=O)NC)N1N=NC(=C1)CCN1CCN(CC1)C)(C)C (2S,4R)-1-[(2S)-3,3-dimethyl-2-[4-[2-(4-methylpiperazin-1-yl)ethyl]triazol-1-yl]butanoyl]-4-hydroxy-N-methyl-pyrrolidine-2-carboxamide